6-(cyclopropanecarboxamidonaphthyridin-4-yl)benzo[d]oxazole-5-carboxamide C1(CC1)C(=O)NC1=NC2=NC=CC=C2C(=C1)C1=CC2=C(N=CO2)C=C1C(=O)N